8-isobutoxycarbonyl-tetracyclo[4.4.0.12,5.17,10]-3-dodecene C(C(C)C)OC(=O)C1C2C3C4C=CC(C3C(C1)C2)C4